C(C1=CC=CC=C1)OCC(CN(C(OC(C)(C)C)=O)C)O tert-butyl N-(3-benzyloxy-2-hydroxy-propyl)-N-methyl-carbamate